2,3,4-tri-O-acetyl-6-azido-6-deoxy-β-D-glucopyranosylamine C(C)(=O)O[C@H]1[C@@H](O[C@@H]([C@H]([C@@H]1OC(C)=O)OC(C)=O)CN=[N+]=[N-])N